1,7-diaminononane NCCCCCCC(CC)N